BrC=1N=C(SC1)NC(OC(C)(C)C)=O tert-butyl N-(4-bromothiazol-2-yl)carbamate